C1([C@H](O)[C@@H](O)[C@H](O)[C@H](O1)CO)OC[C@@H]1[C@@H]([C@@H]([C@H](C(O)O1)O)O)O D-glucopyranosyl-(1→6)-D-galactopyranose